C(#N)C1=NC2=CC(=CC(=C2N=C1N1CC2(C1)C(CC2)(F)F)[C@@H](C)NC2=C(C(=O)O)C=CC=C2)C (R)-2-((1-(2-cyano-3-(5,5-difluoro-2-azaspiro[3.3]heptan-2-yl)-7-meth-ylquinoxalin-5-yl)ethyl)amino)-benzoic acid